bis(2,6-diisopropylphenyl)-1,6,7,12-tetraphenoxyperylene C(C)(C)C1=C(C(=CC=C1)C(C)C)C=1C(=C(C=2C=3C(=CC=C4C=CC(=C(C5=C(C=CC1C52)OC5=CC=CC=C5)C43)OC4=CC=CC=C4)OC4=CC=CC=C4)OC4=CC=CC=C4)C4=C(C=CC=C4C(C)C)C(C)C